(1S,2S)-2-(2-((3-(1H-benzo[d]imidazol-2-yl)propyl) (methyl)amino)ethyl)-6-fluoro-1-isopropyl-1,2,3,4-tetrahydronaphthalen-2-yl 2-methoxyacetate COCC(=O)O[C@]1([C@H](C2=CC=C(C=C2CC1)F)C(C)C)CCN(C)CCCC1=NC2=C(N1)C=CC=C2